(2S,3R)-3-(benzyl-(methoxycarbonyl)amino)-2-((benzyloxy)methyl)piperidine-1-carboxylic acid tert-butyl ester C(C)(C)(C)OC(=O)N1[C@@H]([C@@H](CCC1)N(C(=O)OC)CC1=CC=CC=C1)COCC1=CC=CC=C1